C(C)(C)(C)OC([C@H](CC1CC1)OC1=C(C=C(C=C1)Cl)C1=NOCC1OCC)=O tert-Butyl-(2S)-2-[4-chloro-2-(4-ethoxy-4,5-dihydroisoxazol-3-yl)phenoxy]-3-cyclopropylpropanoat